C(N1CC(CCC1)NC=1N=NC=CC1)([2H])([2H])[2H] N-(1-(methyl-d3)piperidin-3-yl)pyridazin-3-amine